2-(4-bromo-2,6-dichloro-phenoxy)-N-cyclobutyl-5-methoxy-pyridine-4-carboxamide BrC1=CC(=C(OC2=NC=C(C(=C2)C(=O)NC2CCC2)OC)C(=C1)Cl)Cl